tetra-tert-butyl-4,4'-methylenediphenol C(C)(C)(C)C1=C(C(=C(C(=C1O)C(C)(C)C)C(C)(C)C)CC1=CC=C(C=C1)O)C(C)(C)C